N1N=C(C=C1)C=1C=CC=2C3=C(C(=NC2C1)N)NC(=N3)C3CNCC3 7-(1H-pyrazol-3-yl)-2-(pyrrolidin-3-yl)-3H-imidazo[4,5-c]quinolin-4-amine